(methylthio)pyrimidin-4-ol CSC1=NC=CC(=N1)O